C(#N)[C@@]1(COCC2=CC=C(C=C12)C(=O)NCC1=NC=C2C=CC(=NC2=C1)C1=C(C=C(C=C1)C1CCC1)OC)C (R)-4-Cyano-N-((2-(4-cyclobutyl-2-methoxyphenyl)-1,6-naphthyridin-7-yl)methyl)-4-methylisochromane-6-carboxamide